[Cl-].[C@H]1([C@@H](O)[C@@H](O)[C@H](O)[C@H](O1)CO)C1=C(C=C(C=C1)C1=CC(=CC=C1)C(=O)N)C 4'-(α-D-mannopyranosyl)-3'-methyl-[1,1'-biphenyl]-3-carboxamide chloride